C(N)(=N)N1CC2(C1)OC(N(C2)[C@@H](C)C=2C=CC=C1C(=C(NC21)C(=O)O)C2=CC(=C(C=C2)CS(=O)(=O)C)F)=O (S)-7-(1-(2-carbamimidoyl-6-oxo-5-oxa-2,7-diazaspiro[3.4]octan-7-yl)ethyl)-3-(3-fluoro-4-((methylsulfonyl)methyl)phenyl)-1H-indole-2-carboxylic acid